((1r,4r)-4-(3-chloro-4-cyanophenoxy)cyclohexyl)carbamic acid tert-butyl ester C(C)(C)(C)OC(NC1CCC(CC1)OC1=CC(=C(C=C1)C#N)Cl)=O